6'-amino-N-{(1S,2S)-2-[(4-bromophenyl)methoxy]cyclopentyl}[2,3'-bipyridine]-5'-carboxamide NC1=C(C=C(C=N1)C1=NC=CC=C1)C(=O)N[C@@H]1[C@H](CCC1)OCC1=CC=C(C=C1)Br